FC(CCN1CC(CC1)=CC1=CC=C(C=C1)/C/1=C(\CCCC2=C1C=CC(=C2)C(=O)O)/C2=C(C(=CC=C2)C(F)(F)F)C)F (Z)-9-(4-((1-(3,3-difluoropropyl)pyrrolidin-3-ylidene)methyl)phenyl)-8-(2-methyl-3-(trifluoromethyl)phenyl)-6,7-dihydro-5H-benzo[7]annulene-3-carboxylic acid